5-[α-cyclopropylcarbonyl-2-fluorobenzyl]-2-oxo-2,4,5,6,7,7a-hexahydrothieno[3,2-c]pyridine C1(CC1)C(=O)C(C1=C(C=CC=C1)F)N1CC=2C(CC1)SC(C2)=O